8-methylidenetetracyclo[4.4.0.12,5.17,10]Dodec-3-ene C=C1C2C3C4C=CC(C3C(C1)C2)C4